(2S)-2-(2-[2-[(tert-butoxycarbonyl)amino]acetamido]-acetamido)-3-phenylpropanoic acid C(C)(C)(C)OC(=O)NCC(=O)NCC(=O)N[C@H](C(=O)O)CC1=CC=CC=C1